O[C@H]1C[C@H](C1)N1C(C(=CC(=C1)C(F)(F)F)NC=1N(C=2C(=NC=C(C2C#N)OC=2C=NN3C2C=CC=C3)N1)C)=O cis-2-((1-(3-hydroxycyclobutyl)-2-oxo-5-(trifluoromethyl)-1,2-dihydropyridin-3-yl)amino)-1-methyl-6-(pyrazolo[1,5-a]pyridin-3-yloxy)-1H-imidazo[4,5-b]pyridine-7-carbonitrile